(S)-N-(4-AMINO-3,4-DIOXO-1-PHENYLBUTAN-2-YL)-3-ETHYL-1-PHENYL-1H-PYRAZOLE-5-CARBOXAMIDE NC(C([C@H](CC1=CC=CC=C1)NC(=O)C1=CC(=NN1C1=CC=CC=C1)CC)=O)=O